hexane-1,6-diylbis[3-(3,5-di-tert-butyl-4-hydroxyphenyl)propionamide] C(CCCCCC(C(=O)N)CC1=CC(=C(C(=C1)C(C)(C)C)O)C(C)(C)C)C(C(=O)N)CC1=CC(=C(C(=C1)C(C)(C)C)O)C(C)(C)C